methyl 3-(2-(((benzyloxy)carbonyl)(methyl)amino) ethoxy)-2-(3-iodophenyl)-2-methylpropanoate C(C1=CC=CC=C1)OC(=O)N(CCOCC(C(=O)OC)(C)C1=CC(=CC=C1)I)C